COC(C)C=1C2=C(SC1)C=C(C=C2)C(=O)OC methyl 3-(1-methoxyethyl)benzo[b]thiophene-6-carboxylate